9-[1-[[6-chloro-2-(1-methyl-6-oxo-3-pyridinyl)-3-pyridinyl]amino]ethyl]-4-cyclopropyl-3-ethyl-7-methyl-pyrazolo[3,4-c]isoquinolin-5-one ClC1=CC=C(C(=N1)C1=CN(C(C=C1)=O)C)NC(C)C=1C=2C3=C(N(C(C2C=C(C1)C)=O)C1CC1)N(N=C3)CC